CN(C(=O)N1CCN(CC1)C1=NC=C(C=N1)B1OC(C(O1)(C)C)(C)C)C N,N-dimethyl-4-(5-(4,4,5,5-tetramethyl-1,3,2-dioxaborolan-2-yl)pyrimidin-2-yl)piperazine-1-carboxamide